succinic acid-amide C(CCC(=O)O)(=O)N